CNC.N[C@@H](C)C(=O)O alanine dimethyl-amine salt